(1R,2R)-N-[6-[4-((3S,4S)-4-fluoro-3-methyl-tetrahydrofuran-3-yl)piperazin-1-yl]-7-methyl-3-isoquinolyl]-2-(1-methylpyrazol-3-yl)cyclopropanecarboxamide F[C@H]1[C@@](COC1)(C)N1CCN(CC1)C=1C=C2C=C(N=CC2=CC1C)NC(=O)[C@H]1[C@@H](C1)C1=NN(C=C1)C